1-(5Z,8Z,11Z,14Z-eicosatetraenoyl)-2-(9Z-pentadecenoyl)-glycero-3-phosphoserine CCCCC/C=C\CCCCCCCC(=O)O[C@H](COC(=O)CCC/C=C\C/C=C\C/C=C\C/C=C\CCCCC)COP(=O)(O)OC[C@@H](C(=O)O)N